FC=1C=C(C=C(C1)F)C1OCCC(C1)C#N (3,5-difluorophenyl)tetrahydro-2H-pyran-4-carbonitrile